BrC1=CC(=C2C=NNC2=C1)N1CCN(CC1)C(=O)[O-] 4-(6-bromo-1H-indazol-4-yl)piperazine-1-carboxylate